hexadecylsulfophenoxybenzenesulfonic acid disodium salt [Na+].[Na+].C(CCCCCCCCCCCCCCC)C1=C(C(=C(C=C1)S(=O)(=O)[O-])OC1=CC=CC=C1)S(=O)(=O)[O-]